6-Chloro-4-{4-[(3,5-difluorophenyl)methyl]piperazin-1-yl}-1-methyl-2-oxo-1,2-dihydro-1,5-naphthyridin-3-carbonitril ClC=1N=C2C(=C(C(N(C2=CC1)C)=O)C#N)N1CCN(CC1)CC1=CC(=CC(=C1)F)F